C(=C)C1=C(C=CC=C1)C1=CC=CC=C1 [vinyl]biphenyl